[C@@H]12CN([C@@H](CC1)C2)CC(=O)NC=2C=C(C(=NC2)C)NC(=O)C=2N=NN1C2C=CC(=C1)C=1C=NN(C1)C N-[5-[[2-[(1R,4S)-3-azabicyclo[2.2.1]heptan-3-yl]acetyl]amino]-2-methyl-3-pyridyl]-6-(1-methylpyrazol-4-yl)triazolo[1,5-a]pyridine-3-carboxamide